C[Si](C)(C)[Te][Si](C)(C)C di(trimethylsilyl) telluride